5-(3-fluoro-2-pyridyl)thiazol FC=1C(=NC=CC1)C1=CN=CS1